5-(1-tetrahydropyran-2-ylindazol-4-yl)-2-(2,2,2-trifluoroethyl)pentanoic acid O1C(CCCC1)N1N=CC2=C(C=CC=C12)CCCC(C(=O)O)CC(F)(F)F